COC1=CC=C(CN(S(=O)(=O)C2=C3C=CN=C(C3=CC(=C2)NC(CC2=C(C=CC=C2)Cl)=O)OC(F)F)CC2=CC=C(C=C2)OC)C=C1 N-(5-(N,N-bis(4-methoxybenzyl)sulfamoyl)-1-(difluoromethoxy)isoquinolin-7-yl)-2-(2-chlorophenyl)acetamide